5-[di(tert-butyl)(fluoro)silyl]-2-pyridylamino-carboxylic acid tert-butyl ester C(C)(C)(C)OC(=O)NC1=NC=C(C=C1)[Si](F)(C(C)(C)C)C(C)(C)C